OCC1N(C(CC1)CO)C(CBr)=O 1-(2,5-bis(hydroxymethyl)pyrrolidin-1-yl)-2-bromoethan-1-one